1-iodo-2-(methylbenzenesulfinyl)benzene IC1=C(C=CC=C1)S(=O)C1=C(C=CC=C1)C